thieno[3,2-d]Pyrimidine-7-carbaldehyde N1=CN=CC2=C1C(=CS2)C=O